C1(=CC=CC=C1)C=1N=C(SC1)NC(CN1CCN(CC1)CC1=CC=CC=C1)=O N-(4-phenylthiazol-2-yl)-2-(4-benzylpiperazin-1-yl)acetamide